BrC=1C(=NC(=CC1)OC)CC(CCCC1=CC=CC=C1)NS(=O)C(C)(C)C N-(1-(3-bromo-6-methoxypyridin-2-yl)-5-phenylpentane-2-yl)-2-methylpropane-2-sulfinamide